CN1CCN(CC1)C=1C=C(C=CC1)NC(=O)[C@@H]1[C@H](N(C(C2=CC=CC=C12)=O)CC1=CC=C(C=C1)C)C1=CC=C(C=C1)C(F)(F)F (3S,4S)-N-[3-(4-Methylpiperazin-1-yl)phenyl]-2-[(4-methylphenyl)methyl]-1-oxo-3-[4-(trifluoromethyl)phenyl]-1,2,3,4-tetrahydroisochinolin-4-carboxamid